(3R)-3-(8-amino-1-bromo-imidazo[1,5-a]pyrazin-3-yl)piperidine-1-carboxylic acid benzyl ester C(C1=CC=CC=C1)OC(=O)N1C[C@@H](CCC1)C1=NC(=C2N1C=CN=C2N)Br